C1(CC1)C(=O)N1CC2=CC=C(C=C2C(C1)(C)C)S(=O)(=O)Cl 2-(cyclopropanecarbonyl)-4,4-dimethyl-1,2,3,4-tetrahydroisoquinoline-6-sulfonyl chloride